ClC1=C(C=CC=C1Cl)[N+](=O)[O-] 2,3-dichloro-nitrobenzene